CC1=C(C=CC(=C1)C)C1CC=2C=NN(C(C2CC1)=O)C1=NC=C(C=C1)N1CCOCC1 6-(2,4-dimethylphenyl)-2-(5-morpholinopyridin-2-yl)-5,6,7,8-tetrahydrophthalazin-1(2H)-one